C1N(C[C@H]2[C@H]1CNC2)C(=O)OC(C)(C)C tert-butyl (3aS,6aS)-hexahydropyrrolo[3,4-c]pyrrole-2(1H)-carboxylate